bis(4-hydroxy-3,5-dimethyl-phenyl)acetic acid OC1=C(C=C(C=C1C)C(C(=O)O)C1=CC(=C(C(=C1)C)O)C)C